7-Bromo-2-(1-(tert-butoxycarbonyl)-1,2,5,6-tetrahydropyridin-3-yl)-4-fluoro-1H-indole-5-carboxylic acid BrC=1C=C(C(=C2C=C(NC12)C=1CN(CCC1)C(=O)OC(C)(C)C)F)C(=O)O